methyl 6-(3-chloro-4-methoxyphenyl)pyrimidine-4-carboxylate ClC=1C=C(C=CC1OC)C1=CC(=NC=N1)C(=O)OC